((2-(2,6-dioxopiperidin-3-yl)-1-oxoisoindolin-5-yl)oxy)hexanoic acid O=C1NC(CCC1N1C(C2=CC=C(C=C2C1)OC(C(=O)O)CCCC)=O)=O